C1(CC1)CN1C(=CC=2C1=C1CCN(C1=CC2)C(=O)OC(C)(C)C)C2=NC1=C(N2C)C(=CC(=C1)C(=O)OC)F tert-butyl 1-(cyclopropylmethyl)-2-(7-fluoro-5-methoxycarbonyl-1-methyl-benzoimidazol-2-yl)-7,8-dihydropyrrolo[2,3-e]indole-6-carboxylate